Cl.COC1=CC=C(C=C1)C[C@H](C)N[C@H](C)C1=CC=CC=C1 (S)-1-(4-methoxyphenyl)-N-((R)-1-phenylethyl)propane-2-amine hydrochloride